N1(CCNCC1)C1=CNC2=CC=C(C=C12)N1C(NC(CC1)=O)=O 1-(3-(Piperazin-1-yl)-1H-indol-5-yl)dihydropyrimidine-2,4(1H,3H)-dione